BrC1=CC2=C(N=N1)N(C(=N2)C2=C(C=C(C=N2)C2=CC=C(C=C2)C2(CC2)C#N)S(=O)(=O)CC)C 1-[4-(6-{3-bromo-7-methylimidazo[4,5-c]pyridazin-6-yl}-5-(ethanesulfonyl)pyridin-3-yl)phenyl]cyclopropane-1-carbonitrile